FC(C=1N=CC=2N(C1)C(=CN2)C2=NC=CC(=N2)N2CC(C(CC2)C)C(=O)N)F 1-(2-(6-(Difluoromethyl)imidazo[1,2-a]pyrazin-3-yl)pyrimidin-4-yl)-4-methylpiperidine-3-carboxamide